C[C@@H]1CN(CCO1)C=1N=C(C2=C(N1)C(N(C2)C(C)C)=O)NC2=CC=C(C=C2)CCCCC 2-[(2R)-2-methylmorpholin-4-yl]-4-[(4-pentylphenyl)amino]-6-(propan-2-yl)-5,6-dihydro-7H-pyrrolo[3,4-d]pyrimidin-7-one